ClC1=C(CN2C=3N(C4=CC=CC=C4C2=O)C(=CN3)CN3CCOCC3)C=CC=C1 4-(2-chlorobenzyl)-1-(morpholinomethyl)imidazo[1,2-a]quinazolin-5(4H)-one